3-(ethylaminoethyl)-5-methoxy-7-azaindole C(C)NCCC1=CNC2=NC=C(C=C12)OC